N[C@@H]1[C@@H](CCCC1)NC1=NC=C(C(=N1)NC1=CC(=CC=C1)Br)C(=O)N 2-(Cis-2-aminocyclohexylamino)-4-(3-bromo-anilino)pyrimidine-5-carboxamide